(S)-1-(3-(difluoromethoxy)phenyl)-3-(1,1-difluoropropan-2-yl)-N-(4-methyl-1,1-dioxidotetrahydro-2H-thiopyran-4-yl)-2-oxo-2,3-dihydro-1H-benzo[d]imidazole-5-carboxamide FC(OC=1C=C(C=CC1)N1C(N(C2=C1C=CC(=C2)C(=O)NC2(CCS(CC2)(=O)=O)C)[C@H](C(F)F)C)=O)F